[K+].N1(CCNCC1)C(=O)[O-] Piperazine-1-carboxylate potassium salt